5-(benzyloxy)pyrazin-2-amine C(C1=CC=CC=C1)OC=1N=CC(=NC1)N